4-(1-ethylpiperidin-4-yl)-N-[8-fluoro-2-methylimidazo[1,2-a]pyridin-6-yl]-2-methyl-1-benzofuran-7-carboxamide C(C)N1CCC(CC1)C1=CC=C(C2=C1C=C(O2)C)C(=O)NC=2C=C(C=1N(C2)C=C(N1)C)F